C1(CC1)C=1C=CC=2N(C1)C=C(N2)C(=O)C2=NC=NC(=C2)NCC2=C(C(=CC=C2N2N=NN=C2)OC)F (6-cyclopropylimidazo[1,2-a]pyridin-2-yl)(6-((2-fluoro-3-methoxy-6-(1H-tetrazol-1-yl)benzyl)amino)pyrimidin-4-yl)methanone